FC1=CC=C2C(=C1F)OCC[C@]21NC(OC1)=O (S)-7,8-difluorospiro[chroman-4,4'-oxazolidin]-2'-one